(cis-3-(aminomethyl)-3-hydroxycyclobutyl)((S)-1-(4-fluorophenyl)-3,4-dihydroisoquinolin-2(1H)-yl)methanone NCC1(CC(C1)C(=O)N1[C@H](C2=CC=CC=C2CC1)C1=CC=C(C=C1)F)O